tert-butyl (3-(5-(cis-3-hydroxycyclobutyl)isoxazol-3-yl)bicyclo[1.1.1]pentan-1-yl)carbamate O[C@H]1C[C@H](C1)C1=CC(=NO1)C12CC(C1)(C2)NC(OC(C)(C)C)=O